Racemic-3-(isoquinolin-4-yl)-1-(1-methyl-1H-pyrazol-4-yl)-2-oxoimidazoline-4-carbonitrile C1=NC=C(C2=CC=CC=C12)N1C(N(C[C@@H]1C#N)C=1C=NN(C1)C)=O |r|